2-chloro-5-(1-(difluoromethyl)-1H-pyrazol-4-yl)-4-methoxypyrimidine ClC1=NC=C(C(=N1)OC)C=1C=NN(C1)C(F)F